bromohexafluorobutene BrC(C(C(=C(F)F)F)(F)F)F